(E)-9-methyl-2-(1-(prop-1-en-1-ylsulfonyl)azetidin-3-yl)-6-(4-(trifluoromethoxy)phenyl)-9H-purine CN1C2=NC(=NC(=C2N=C1)C1=CC=C(C=C1)OC(F)(F)F)C1CN(C1)S(=O)(=O)\C=C\C